[2H]C(O)[2H] dideutero-methanol